N-(5-chloropyridin-2-yl)-6-methyl-4-(2-methylthiazol-5-yl)picolinamide ClC=1C=CC(=NC1)NC(C1=NC(=CC(=C1)C1=CN=C(S1)C)C)=O